N-[4-(3-Chlorophenoxy)-6-(2,2-dimethylcyclopropyl)pyrimidin-2-yl]-1-methyl-pyrazole-4-sulfonamide ClC=1C=C(OC2=NC(=NC(=C2)C2C(C2)(C)C)NS(=O)(=O)C=2C=NN(C2)C)C=CC1